C(C)N1C(SC2=C1C=CC=C2)S(=O)(=O)O 3-ethyl-benzothiazolinesulphonic acid